ClC1=C2C=C(N(C2=CC(=C1)F)CCNC1=CC(=NC=N1)C1=CC(=C(C(=O)O)C=C1)OCC)C 4-{6-[2-(4-Chloro-6-fluoro-2-methyl-indol-1-yl)-ethylamino]-pyrimidin-4-yl}-2-ethoxybenzoic acid